1-((1r,3r)-3-((5-(3-(2,2-difluoroethyl)-2-methyl-3H-imidazo[4,5-b]pyridin-5-yl)pyrrolo[2,1-f][1,2,4]triazin-2-yl)amino)-1-methylcyclobutyl)pyrrolidin-2-one FC(CN1C(=NC=2C1=NC(=CC2)C=2C=CN1N=C(N=CC12)NC1CC(C1)(C)N1C(CCC1)=O)C)F